(4-(2-fluorobenzyl)-3,4-dihydroquinoxalin-1(2H)-yl)(3-(methylamino)pyrrolidin-1-yl)methanone FC1=C(CN2CCN(C3=CC=CC=C23)C(=O)N2CC(CC2)NC)C=CC=C1